1-carboxyl-4-hydroxymethyl-2,6,7-trioxa-1-phosphabicyclo[2.2.2]octane C(=O)(O)P12OCC(CO1)(CO2)CO